[(1R)-4-phenyl-1-[(2S)-3-(phenylsulfanyl)-2-(pyrazin-2-ylformamido)propanamido]butyl]boronic acid C1(=CC=CC=C1)CCC[C@H](NC([C@@H](CSC1=CC=CC=C1)NC(=O)C1=NC=CN=C1)=O)B(O)O